C(#N)C1=C(N=C(S1)N(C1=C(N=C2SC(=CN21)C2CCN(CC2)CC(=O)NCCO)CC)CC)C2=CC=C(C=C2)F 2-(4-(5-((5-cyano-4-(4-fluorophenyl)thiazol-2-yl)(ethyl)amino)-6-ethylimidazo[2,1-b]thiazol-2-yl)piperidin-1-yl)-N-(2-hydroxyethyl)acetamide